2'-Chloro-N-(5-(((1s,2r)-2-hydroxycyclopentyl)methoxy)-1,3,4-thiadiazol-2-yl)-5'-methoxy-6-methyl-(4,4'-bipyridine)-3-carboxamide ClC1=NC=C(C(=C1)C1=C(C=NC(=C1)C)C(=O)NC=1SC(=NN1)OC[C@H]1[C@@H](CCC1)O)OC